N-((5-(cyclobutylmethyl)-2,3-dihydro-1H-inden-4-yl)carbamoyl)-4-(2-hydroxypropan-2-yl)-5-methylfuran-2-sulfonimidamide C1(CCC1)CC=1C(=C2CCCC2=CC1)NC(=O)NS(=O)(=N)C=1OC(=C(C1)C(C)(C)O)C